24-methylcholest-5,7,22-trien-3β-ol CC(C(C)C)C=C[C@@H](C)[C@H]1CC[C@H]2C3=CC=C4C[C@H](CC[C@]4(C)[C@H]3CC[C@]12C)O